2-Amino-7-fluoro-4-(5-fluoro-3-((2S,4S)-2-methyl-4-(4-methylpiperazin-1-yl)pyrrolidin-1-yl)-7,9-dihydrofuro[3,4-f]quinazolin-6-yl)thieno[3,2-c]pyridine-3-carbonitrile NC1=C(C=2C(=NC=C(C2S1)F)C=1C2=C(C=3C=NC(=NC3C1F)N1[C@H](C[C@@H](C1)N1CCN(CC1)C)C)COC2)C#N